C(C)(=O)OC[C@H]1O[C@H]([C@@H](C1)OC(C)=O)N1C2=NC(=NC=C2N(C1=O)CCCC)N ((2S,4R,5R)-4-Acetoxy-5-(2-amino-7-butyl-8-oxo-7,8-dihydro-9H-purin-9-yl)tetrahydrofuran-2-yl)methyl acetate